ClC=1C(=NC=C(C1)C(F)(F)F)NC[C@@H]1[C@@H](O[C@@H](CN1C(=O)C1=NC(=CC=C1N1N=CC=N1)C([2H])([2H])[2H])C)C ((2S,3R,6R)-3-(((3-Chloro-5-(trifluoromethyl)pyridin-2-yl)amino)methyl)-2,6-dimethylmorpholino)(6-(methyl-d3)-3-(2H-1,2,3-triazol-2-yl)pyridin-2-yl)methanone